N-(4-fluoro-3-(2-(isoxazol-4-ylamino)pyrrolo[2,1-f][1,2,4]triazin-4-yloxy)phenyl)acrylamide methyl-4-chloro-3,5-dicyanobenzoate COC(C1=CC(=C(C(=C1)C#N)Cl)C#N)=O.FC1=C(C=C(C=C1)NC(C=C)=O)OC1=NC(=NN2C1=CC=C2)NC=2C=NOC2